benzisoxazolethioate O1N=C(C2=C1C=CC=C2)C([O-])=S